1-(2-methylquinoxalin-6-yl)ethan-1-one CC1=NC2=CC=C(C=C2N=C1)C(C)=O